1-(6-chloro-8-fluoro-4-piperazin-1-yl-quinazolin-7-yl)isoquinolin-3-amine ClC=1C=C2C(=NC=NC2=C(C1C1=NC(=CC2=CC=CC=C12)N)F)N1CCNCC1